ClCCC(=O)N1CCN(CC1)C1=C(C=CC=C1)OC 3-chloro-1-[4-(2-methoxyphenyl)piperazin-1-yl]-1-propanone